BrC=1C=C2N(N=C(C=C2NCC=2OC=CC2)Cl)C1C 6-bromo-2-chloro-N-(furan-2-ylmethyl)-7-methylpyrrolo[1,2-b]pyridazin-4-amine